ClC1=NC=CC(=C1C(C)=O)Cl 1-(2,4-dichloropyridin-3-yl)ethan-1-one